4-(4-((1R,5S)-8-oxa-3-azabicyclo[3.2.1]octan-3-yl)-8-fluoro-2-(4-methylpiperazin-1-yl)pyrido[4,3-d]pyrimidin-7-yl)-5-ethynyl-6-fluoro-2-naphthonitrile [C@H]12CN(C[C@H](CC1)O2)C=2C1=C(N=C(N2)N2CCN(CC2)C)C(=C(N=C1)C1=CC(=CC2=CC=C(C(=C12)C#C)F)C#N)F